6-(2,3-dimethylphenyl)-1-[2-(3-fluoroazetidin-1-yl)ethyl]-3H-imidazo[4,5-b]pyridin-2-one CC1=C(C=CC=C1C)C=1C=C2C(=NC1)NC(N2CCN2CC(C2)F)=O